[Si](C1=CC=CC=C1)(C1=CC=CC=C1)(C(C)(C)C)OC[C@@H]1CO[C@@H](CN1)C(=O)NC(C)(C)C1=NC(=C(C=C1Cl)Cl)C (2S,5S)-5-(((tert-butyldiphenylsilyl)oxy)methyl)-N-(2-(3,5-dichloro-6-methylpyridin-2-yl)propan-2-yl)morpholine-2-carboxamide